C12(CC3CC(CC(C1)C3)C2)NCCC2=CC=C(C=C2)N(C)CC2=CC=CC=3N(C(N(C32)C)=O)C3C(NC(CC3)=O)=O 3-(4-(((4-(2-((adamantan-1-yl)amino)ethyl)phenyl)(methyl)amino)methyl)-3-methyl-2-oxo-2,3-dihydro-1H-benzo[d]imidazol-1-yl)piperidine-2,6-dione